C1=C(C=CC2=CC=CC=C12)C1=C2C=CC=CC2=C(C2=CC=CC=C12)B(O)O 10-(2-naphthyl)-9-anthraceneboronic acid